FC1=C(C=C(C=C1)[C@H]1[C@@H](C1)C=1C=NC(=NC1)C1=NC=CC=N1)OC(F)(F)F trans-5-(2-(4-fluoro-3-(trifluoromethoxy)phenyl)cyclopropyl)-2,2'-bipyrimidine